Cl.C(C)(C)(C)OC([C@H](CSC(F)(F)F)N)=O (2R)-2-amino-3-(trifluoromethylsulfanyl)propionic acid tert-butyl ester hydrochloride